1-methyl-N-(2-oxo-2-((4-(3-(pyridin-4-yl)phenyl)thiazol-2-yl)amino)ethyl)-1H-imidazole-4-carboxamide CN1C=NC(=C1)C(=O)NCC(NC=1SC=C(N1)C1=CC(=CC=C1)C1=CC=NC=C1)=O